NC1=NC=CC=C1C1=NC=2C(=NC(=CC2)N2N=CC=C2)N1C=1C=C2CC[C@@H](C2=CC1)NC1C2CN(CC1CC2)C(C=C)=O 1-(8-{[(1S)-5-[2-(2-aminopyridin-3-yl)-5-(pyrazol-1-yl)imidazo[4,5-b]pyridin-3-yl]-2,3-dihydro-1H-inden-1-yl]amino}-3-azabicyclo[3.2.1]octan-3-yl)prop-2-en-1-one